(4-fluoro-2-methyl-phenoxy)-6-(trifluoromethyl)pyridazine-4-carboxamide FC1=CC(=C(OC=2N=NC(=CC2C(=O)N)C(F)(F)F)C=C1)C